3,4,5-trimethoxy-3'-hydroxy-4'-methoxychalcone COC=1C=C(C=C(C1OC)OC)\C=C\C(=O)C1=CC(=C(C=C1)OC)O